ClC1=CC(=C(O[C@H](C(=O)NOC2CCC2)C)C=C1)CC (2S)-2-(4-chloro-2-ethylphenoxy)-N-cyclobutoxypropanamide